C(C)OC(=O)C1(CCN(CC1)C(=O)OC(C)(C)C)C([C@H](C)O[Si](C)(C)C(C)(C)C)O 4-[(2S)-2-[(tert-Butyldimethylsilyl)oxy]-1-hydroxypropyl]piperidine-1,4-dicarboxylic acid 1-tert-butyl 4-ethyl ester